CN1C=2N(CCC1)CCCN2 1,3,4,6,7,8-Hexahydro-1-methyl-2H-pyrimido(1,2-a)pyrimidin